FC=1C=C(C=C(C1)F)C1(CCC1)N 1-(3,5-difluorophenyl)cyclobutylamine